1,4-dimethyl-1H-imidazole CN1C=NC(=C1)C